[Na].C(C)(C)OCCS(=O)(=O)NC(NC1=C2CCCC2=CC=C1C1=CC(=NC=C1)OC)=O 2-Isopropoxy-N-((5-(2-methoxypyridin-4-yl)-2,3-dihydro-1H-inden-4-yl)carbamoyl)ethanesulfonamide, sodium salt